4-[2-[2-[2-(4-Pyridylmethylsulfanyl)ethoxy]ethoxy]ethylsulfanylmethyl]pyridin N1=CC=C(C=C1)CSCCOCCOCCSCC1=CC=NC=C1